tert-butyl (S)-3-((8-(4-(trifluoromethyl)phenyl)pyrido[2,3-d]pyridazin-5-yl)amino)pyrrolidine-1-carboxylate FC(C1=CC=C(C=C1)C=1N=NC(=C2C1N=CC=C2)N[C@@H]2CN(CC2)C(=O)OC(C)(C)C)(F)F